tert-butyl 6,7-dimethyl-4-oxo-1,3,4,5-tetrahydro-2H-pyrrolo[3,4-C]pyridine-2-carboxylate CC1=C(C2=C(C(N1)=O)CN(C2)C(=O)OC(C)(C)C)C